1-((3-(5-(5-fluoropyridin-3-yl)-4,5-dihydro-1H-pyrazole-1-carbonyl)bicyclo[1.1.1]-pentan-1-yl)methyl)-1H-indazole-5-carbonitrile FC=1C=C(C=NC1)C1CC=NN1C(=O)C12CC(C1)(C2)CN2N=CC1=CC(=CC=C21)C#N